(3-(6-(1-methyl-1H-pyrazol-4-yl)pyrazolo[1,5-a]pyrazin-4-yl)phenyl)acrylamide CN1N=CC(=C1)C=1N=C(C=2N(C1)N=CC2)C=2C=C(C=CC2)C(C(=O)N)=C